2-amino-6-(4-(aminomethyl)benzyl)-4-(butylamino)pyrido[4,3-d]pyrimidin-5(6H)-one NC=1N=C(C2=C(N1)C=CN(C2=O)CC2=CC=C(C=C2)CN)NCCCC